NC1=CC(=C(C=C1)N1CCC(CC1)N1CCC(CC1)C(=O)OC(C)(C)C)F tert-butyl 1'-(4-amino-2-fluorophenyl)-[1,4'-bipiperidine]-4-carboxylate